2-(2,6-dioxopiperidin-3-yl)-5-fluoro-6-(4-(2-(2-(2-(piperidin-4-yloxy)ethoxy)ethoxy)ethyl)piperazin-1-yl)isoindoline-1,3-dione hydrochloride Cl.O=C1NC(CCC1N1C(C2=CC(=C(C=C2C1=O)F)N1CCN(CC1)CCOCCOCCOC1CCNCC1)=O)=O